1,1-bis(4-thiophenyl)cyclohexane S1C=CC(=C1)C1(CCCCC1)C=1C=CSC1